tert-butyl 4-[1-[(4-cyanophenyl)methoxy]pyrazol-3-yl]piperidine-1-carboxylate C(#N)C1=CC=C(C=C1)CON1N=C(C=C1)C1CCN(CC1)C(=O)OC(C)(C)C